N-[7-(2-chloro-5-fluorophenyl)-2,9-dioxo-1,2,3,7,8,9-hexahydro[1,4]oxazino[3,2-e]isoindol-6-yl]-5-fluoro-3-(trifluoromethyl)benzamide ClC1=C(C=C(C=C1)F)C1NC(C2=C3C(=CC(=C12)NC(C1=CC(=CC(=C1)F)C(F)(F)F)=O)OCC(N3)=O)=O